(3-(3,5-difluorophenyl)-2-methyl-2,4,5,7-tetrahydro-6H-pyrazolo[3,4-c]pyridin-6-yl)(quinolin-6-yl)methanone FC=1C=C(C=C(C1)F)C=1N(N=C2CN(CCC21)C(=O)C=2C=C1C=CC=NC1=CC2)C